OC1=CC(OC2=CC(=CC=C12)C=1C=NC=CC1)=O 4-hydroxy-7-(pyridin-3-yl)-2H-chromen-2-one